tert-butyl (5R)-5-[(4-tert-butyloxazole-2-carbonyl)amino]-8-(4,4,5,5-tetramethyl-1,3,2-dioxaborolan-2-yl)-1,3,4,5-tetrahydro-2-benzazepine-2-carboxylate C(C)(C)(C)C=1N=C(OC1)C(=O)N[C@@H]1CCN(CC2=C1C=CC(=C2)B2OC(C(O2)(C)C)(C)C)C(=O)OC(C)(C)C